(2R)-1,1-difluoro-2-(3-phenyl-1,2,4-oxadiazol-5-yl)-6-azaspiro[2.5]octane-6-sulfonamide FC1([C@H](C12CCN(CC2)S(=O)(=O)N)C2=NC(=NO2)C2=CC=CC=C2)F